Cl.Cl.CC1(NCC[C@H]1NC1=NC(=C(C=C1)C=1N=CN(C1)C)C)C N-[(3R)-2,2-dimethylpyrrolidin-3-yl]-6-methyl-5-(1-methyl-1H-imidazol-4-yl)pyridin-2-amine, dihydrochloride